4-((2-chloro-4-(2-cyanovinyl)-6-fluorophenyl)amino)quinazolin ClC1=C(C(=CC(=C1)C=CC#N)F)NC1=NC=NC2=CC=CC=C12